(2S)-1-[2-[(3S)-3-[(3-methoxy-5-quinolinyl)amino]pyrrolidin-1-yl]acetyl]pyrrolidine-2-carbonitrile COC=1C=NC2=CC=CC(=C2C1)N[C@@H]1CN(CC1)CC(=O)N1[C@@H](CCC1)C#N